CCCCCCCCCCCCCCCC(=O)OCC(COP(=O)(O)OCCN)OC(=O)CCCCCCC/C=C\\CCCCCCCC The molecule is a phosphatidylethanolamine in which the phosphatidyl acyl groups at C-1 and C-2 are palmitoyl and oleoyl respectively. It is a phosphatidylethanolamine and a (18R,21S)-24-amino-21-hydroxy-21-oxido-15-oxo-16,20,22-trioxa-21lambdalambda(5)-phosphatetracosan-18-yl icosanoate.